2-[(2-chloro-5-nitro-pyrimidin-4-yl)amino]-2-methyl-propionic acid methyl ester COC(C(C)(C)NC1=NC(=NC=C1[N+](=O)[O-])Cl)=O